2-[4-[(3S)-3-(6-cyanopyrazin-2-yl)isoxazolidine-2-carbonyl]-1-piperidinyl]pyrimidine-4-carboxamide C(#N)C1=CN=CC(=N1)[C@H]1N(OCC1)C(=O)C1CCN(CC1)C1=NC=CC(=N1)C(=O)N